C(C1CCC(CC1)N)C1C(CCCC1)N 2,4'-methylenebis(cyclohexylamine)